C(OC(C#C)C)([O-])=O Methyl-prop-2-ynyl carbonate